C(C)OC=CC(=O)NC(N[C@@H]1CC[C@H](CC1)CN1CCC2(CC(C2)NC(OC(C)(C)C)=O)CC1)=O tert-butyl (7-((trans-4-(3-(3-ethoxyacryloyl)ureido)cyclohexyl)methyl)-7-azaspiro[3.5]nonan-2-yl)carbamate